2-(5-methylpyrazin-2-yl)-6-[3-(4-pyridinyl)propoxy]-3H-quinazolin-4-one dihydrochloride Cl.Cl.CC=1N=CC(=NC1)C1=NC2=CC=C(C=C2C(N1)=O)OCCCC1=CC=NC=C1